N1CC(C1)NC1CCN(CCC1)C1=NC(=NC2=C(C(=C(C=C12)Cl)C1=CC=CC2=C1N=C(S2)N)F)OC[C@H]2N(CCC2)C 4-(4-(4-(azetidin-3-yl-amino)azepan-1-yl)-6-chloro-8-fluoro-2-(((S)-1-methylpyrrolidin-2-yl)-methoxy)quinazolin-7-yl)-benzo[d]thiazol-2-amine